2'-O-methyl-cytidine tert-butyl-((3-(2-chloro-3-fluoropyridin-4-yl)-1-methyl-1H-pyrazol-4-yl)methyl)(methyl)carbamate C(C)(C)(C)CN(C(=O)OC[C@@H]1[C@H]([C@H]([C@@H](O1)N1C(=O)N=C(N)C=C1)OC)O)CC=1C(=NN(C1)C)C1=C(C(=NC=C1)Cl)F